Methyl 1-(6-hydroxyhexyl)-1H-1,2,4-triazole-3-carboxylate (Methyl 1-(6-hydroxyhexyl)-1H-1,2,4-triazole-3-carboxylate) CC1=NC(=NN1CCCCCCO)C(=O)O.OCCCCCCN1N=C(N=C1)C(=O)OC